tert-butyl N-(trans-4-hydroxycyclohexyl)carbamate O[C@@H]1CC[C@H](CC1)NC(OC(C)(C)C)=O